BrC=1C=CN2N=CNC(C21)=O 5-bromo-3H,4H-pyrrolo[2,1-f][1,2,4]triazin-4-one